N6-(2,4-difluoro-5-(trifluoromethyl)phenyl)-5-fluoro-1H-pyrazolo[3,4-b]pyridine-3,6-diamine FC1=C(C=C(C(=C1)F)C(F)(F)F)NC1=C(C=C2C(=N1)NN=C2N)F